methyl 4-chloro-2-(5-((5-methoxy-1,3,4-thiadiazol-2-yl) carbamoyl)-2-methylpyridin-4-yl)benzoate ClC1=CC(=C(C(=O)OC)C=C1)C1=CC(=NC=C1C(NC=1SC(=NN1)OC)=O)C